tert-Butyl-4-[(S)-(5-chloro-2-pyridyl)-phenyl-methyl]-4-hydroxy-piperidine-1-carboxylate C(C)(C)(C)OC(=O)N1CCC(CC1)(O)[C@@H](C1=CC=CC=C1)C1=NC=C(C=C1)Cl